2-chloro-4-(trifluoromethyl)phenylacetonitrile ClC1=C(C=CC(=C1)C(F)(F)F)CC#N